4-(7-(3-(difluoromethoxy)-5-fluorophenyl)-4-oxo-1,2-dihydroquinazolin-3(4H)-yl)bicyclo[2.2.1]heptane-1-carboxylic acid FC(OC=1C=C(C=C(C1)F)C1=CC=C2C(N(CNC2=C1)C12CCC(CC1)(C2)C(=O)O)=O)F